[Ca].CC1=C(C=CC(=C1)C)S 2,4-dimethylthiophenol calcium salt